tert-butyl N-(2-chloro-[1,2,4]triazolo[1,5-a]pyridin-6-yl)-N-methyl-carbamate ClC1=NN2C(C=CC(=C2)N(C(OC(C)(C)C)=O)C)=N1